[Mg+2].C(CC(=O)[O-])(=O)[O-] malonic acid, magnesium salt